O1CCOC2=C1C=CC(=C2)C=O dihydro-1,4-benzodioxine-6-carbaldehyde